4-(perfluoroethyl)benzoic acid FC(C(F)(F)F)(C1=CC=C(C(=O)O)C=C1)F